(2R,3R)-1-ethyl-5-oxo-2-(pyridin-3-yl)pyrrolidine-3-carboxylic acid C(C)N1[C@H]([C@@H](CC1=O)C(=O)O)C=1C=NC=CC1